2-(2,6-difluorophenyl)-N-[(3S)-9-fluoro-2-oxo-5-phenyl-1,3-dihydro-1,4-benzodiazepine-3-Yl]pyrazolo[1,5-a]pyrimidine-3-carboxamide FC1=C(C(=CC=C1)F)C1=NN2C(N=CC=C2)=C1C(=O)N[C@@H]1C(NC2=C(C(=N1)C1=CC=CC=C1)C=CC=C2F)=O